CC1(OB(OC1(C)C)C1=CC=C(C=C1)C(C)N)C 2-(4-(4,4,5,5-tetramethyl-1,3,2-dioxaborolan-2-yl)phenyl)ethan-2-amine